CC=1C(=CC=C2C(CCOC12)=O)O[C@@H]1CCC2=CC(=CC=C12)C(=O)N (R,S)-1-((8-Methyl-4-oxochroman-7-yl)oxy)-2,3-dihydro-1H-indene-5-carboxamide